C[C@H]1CNCCN1 (3S)-3-methylpiperazin